4-(4-(2-chlorophenyl)piperazin-1-yl)-6-(furan-2-yl)pyridin-2-amine hydrochloride Cl.ClC1=C(C=CC=C1)N1CCN(CC1)C1=CC(=NC(=C1)C=1OC=CC1)N